C(C)(=O)O[C@H]1[C@@H](SC2=CC(=C(C(=C2)Cl)F)Cl)O[C@@H]([C@@H]([C@@H]1N1N=NC(=C1)C=1N=C(SC1)N)OC(C)=O)COC(C)=O 3,5-dichloro-4-fluorophenyl 2,4,6-tri-O-acetyl-3-[4-(2-aminothiazol-4-yl)-1H-1,2,3-triazol-1-yl]3-deoxy-1-thio-alpha-D-galactopyranoside